C(CCCCCCCCCCCCCCCCCCCCC)(=O)OCC(COC(CCCCCCCCCCCCCCCCCCCCC)=O)OC(CCCCCCCCCCCCCCCCCCCCC)=O 2,3-di(docosanoyloxy)propyl docosanoate